The molecule is a C21-steroid that is pregnane which contains a double bond between positions 5 and 6 and is substituted by oxo groups at positions 3 and 20 as well as a hydroxy group at position 17. It is a 20-oxo steroid, a 3-oxo-Delta(5)-steroid, a C21-steroid, a 17alpha-hydroxy steroid, a 17alpha-hydroxy-C21-steroid and a tertiary alpha-hydroxy ketone. It derives from a hydride of a pregnane. CC(=O)[C@]1(CC[C@@H]2[C@@]1(CC[C@H]3[C@H]2CC=C4[C@@]3(CCC(=O)C4)C)C)O